CC1=C(SCCCSCC2=NNC(N2)=O)C=CC=C1C 3-[(2,3-Dimethylthiophenoxypropylsulfanyl)methyl]-1H-1,2,4-triazol-5(4H)-one